3-oxa-5,8,11,14,17-pentaazaeicosane-20-oic acid tert-butyl ester C(C)(C)(C)OC(CCNCCNCCNCCNCCNCOCC)=O